ClC(C(C)C)(C1=CC=CC=C1)C1=NC2=CC=C(C=C2C=C1)OC 2-(1-chloro-2-methyl-1-phenylpropyl)-6-methoxyquinoline